ClC1=CC=C(CN2CCC(CC2)NC(C2=CC(=C(C=C2)C2=CC(=NC=C2)NC(=O)C2CC2)[N+](=O)[O-])=O)C=C1 N-(1-(4-chlorobenzyl)piperidin-4-yl)-4-(2-(cyclopropanecarboxamido)pyridin-4-yl)-3-nitrobenzamide